N-(2-methoxy-5-(4,5-dioxaborolan-2-yl)benzyl)-N-methylethylamine COC1=C(CN(C)CC)C=C(C=C1)C1BOOC1